ClC=1C=C(C=NC1)CNC1=NC(=NC2=CC=C(C=C12)C=1C(=NOC1C)C)C1N(CCNC1)C(=O)N(C)C (4-(((5-Chloropyridin-3-yl)methyl)amino)-6-(3,5-dimethylisoxazol-4-yl)Quinazolin-2-yl)-N,N-dimethylpiperazine-1-carboxamide